3-hydroxy-8-methoxybenzofuro[3,2-c]quinoline OC1=CC=C2C3=C(C=NC2=C1)C1=C(O3)C=CC(=C1)OC